ClC1=CN=C2C(=NC(=NN21)C2=C(C=CC=C2F)F)NC2CC(CC2)N N1-(7-chloro-2-(2,6-difluorophenyl)imidazo[2,1-f][1,2,4]triazin-4-yl)cyclopentane-1,3-diamine